[Se]=O mono-selenoether